mercaptovaleramide SC(C(=O)N)CCC